3-((1r,4r)-4-((2-(dimethylamino)ethyl)amino)cyclohexyl)urea CN(CCNC1CCC(CC1)NC(N)=O)C